C(#N)C=1C=C(C=CC1C1CCNCC1)NC=1C(=NC=C(N1)N1CC(CCC1)N1C(N(CC1)C1CCCC1)=O)C(=O)N ((3-cyano-4-(piperidin-4-yl)phenyl)amino)-5-(3-(3-cyclopentyl-2-oxoimidazolin-1-yl)piperidin-1-yl)pyrazine-2-carboxamide